C1(=CC=CC=C1)C1CC(=NN1C1=CC=C(C=C1)S(=O)(=O)CCN(C)C)C1=CC=C(C=C1)Cl 5-phenyl-1-(4-dimethylaminoethyl-sulfonyl-phenyl)-3-(4-chlorophenyl)-2-pyrazoline